4-trifluoromethyl-2-(3,5-dichlorophenyl)phenylacetic acid FC(C1=CC(=C(C=C1)CC(=O)O)C1=CC(=CC(=C1)Cl)Cl)(F)F